CC1(OCC(OC1)COC=1C=NC=CC1CN)C 1-(3-{[5,5-dimethyl-1,4-dioxan-2-yl]methoxy}pyridin-4-yl)methanamine